C1(CC1)C1=CC=C(N=N1)NC1=NN2C(C=C(C=C2)C2=CC(=NC=C2OC[C@@]23CN([C@@H](CO2)C3)C)C)=C1 N-(6-cyclopropylpyridazin-3-yl)-5-[2-methyl-5-[[(1R,4R)-2-methyl-5-oxa-2-azabicyclo[2.2.1]heptan-4-yl]methoxy]-4-pyridyl]pyrazolo[1,5-a]pyridin-2-amine